CC1(OB(OC1(C)C)C1=CC=C(C=C1)C1CNCCC1)C 3-(4-(4,4,5,5-tetramethyl-1,3,2-dioxaborolan-2-yl)phenyl)piperidine